tri(methylphenyl)amine CC1=C(C=CC=C1)N(C1=C(C=CC=C1)C)C1=C(C=CC=C1)C